ethyl 2-(4-nitro-2-trifluoromethylphenyl)-2-cyanopropanoate [N+](=O)([O-])C1=CC(=C(C=C1)C(C(=O)OCC)(C)C#N)C(F)(F)F